(2-(2-methoxyethoxy)ethyl)amine COCCOCCN